ClC1=CC2=C(N=C(O2)SCC2=CC(=CC=C2)C(F)(F)F)C=C1 6-chloro-2-((3-trifluoromethylbenzyl)thio)benzo[d]oxazole